dimethylsilyl methyl-α-cyanoacrylate CC=C(C(=O)O[SiH](C)C)C#N